C(C(=O)C)(=O)OCC(OC(C(=O)C)=O)CO glycerol di-pyruvate